4-(oxan-4-yl)-2-(trifluoromethyl)piperazine O1CCC(CC1)N1CC(NCC1)C(F)(F)F